o-cresol sulfate CC1=CC=CC=C1OS(=O)(=O)O